N-[2-[3,5-bis(trifluoromethyl)phenyl]ethyl]-2-[1-[(4-methylphenyl)methyl]-5-oxopyrrolidin-2-yl]acetamide FC(C=1C=C(C=C(C1)C(F)(F)F)CCNC(CC1N(C(CC1)=O)CC1=CC=C(C=C1)C)=O)(F)F